iron (ii) manganese hydroxide [OH-].[Mn+2].[Fe+2].[OH-].[OH-].[OH-]